3-(2-chloropyridin-4-yl)-1-(2,2-difluoroethyl)-1H-indazole-5-carboxylic acid methyl ester COC(=O)C=1C=C2C(=NN(C2=CC1)CC(F)F)C1=CC(=NC=C1)Cl